C(=O)N.[I] iodine formamide